3-(2-pyridyldithio)-1-propylamine N1=C(C=CC=C1)SSCCCN